C(C)(C)(C)OC(=O)N1C(C2=C(C=CC(=C2C1)Cl)NC1=NC=C(C=C1)C1(COCC1)O)=O 4-chloro-7-((5-(3-hydroxytetrahydrofuran-3-yl)pyridin-2-yl)amino)-1-oxoisoindoline-2-carboxylic acid tert-butyl ester